ClC1=C(C=C(C=C1)NC(NC1CCC=2NC=3C=CC=C(C3C2C1)C(=O)NCC1OCCC1)=O)C(F)(F)F 3-(3-(4-chloro-3-trifluoromethylphenyl)ureido)-N-((tetrahydrofuran-2-yl)methyl)-2,3,4,9-tetrahydro-1H-carbazole-5-carboxamide